9,9'-spirobi[9H-fluoren]-2-yl-1,3,5-triazine C1=C(C=CC=2C3=CC=CC=C3C3(C12)C1=CC=CC=C1C=1C=CC=CC13)C1=NC=NC=N1